FC(C(=O)O)(F)F.N1(CCOCC1)C=1C=CC(=NC1)NC(=N)N 1-(5-morpholinylpyridin-2-yl)guanidine trifluoroacetate